2-bromo-2,2-difluoro-N-(2',3',4',5',6-pentafluoro-4-hydroxy-[1,1'-biphenyl]-3-yl)acetamide arsenic-thallium [Tl].[As].BrC(C(=O)NC=1C=C(C(=CC1O)F)C1=C(C(=C(C(=C1)F)F)F)F)(F)F